N1-methyl-N1-(7H-pyrrolo[2,3-d]pyrimidin-4-yl)cyclobutane-1,3-diamine CN(C1CC(C1)N)C=1C2=C(N=CN1)NC=C2